(S)-4-(methylsulfonyl)but-3-en-2-amine CS(=O)(=O)C=C[C@H](C)N